2-Aminopyrazine NC1=NC=CN=C1